N-(dichloromethylthio)phthalimide ClC(SN1C(C=2C(C1=O)=CC=CC2)=O)Cl